2-methylsulfonyl-3-(2',2'-difluoroethoxy)benzotrifluoride CS(=O)(=O)C1=C(C=CC=C1OCC(F)F)C(F)(F)F